BrC=1C(=NC(=NC1)NC1=C(C=C(C(=C1)C)N1CCC(CC1)N1CCN(CC1)C)OC)NC1=C(C=CC=C1)COC 5-Bromo-N2-(2-methoxy-5-methyl-4-(4-(4-methylpiperazin-1-yl)piperidin-1-yl)phenyl)-N4-(2-(Methoxymethyl)phenyl)pyrimidine-2,4-diamine